9,9-bis(6-(2-hydroxyethoxy)-2-naphthyl)-1,8-di(1-pyrenyl)fluorene OCCOC=1C=C2C=CC(=CC2=CC1)C1(C2=C(C=CC=C2C=2C=CC=C(C12)C1=CC=C2C=CC3=CC=CC4=CC=C1C2=C34)C3=CC=C4C=CC2=CC=CC1=CC=C3C4=C21)C2=CC1=CC=C(C=C1C=C2)OCCO